CC1=NC=C(C=C1)C=1N(C=CC1)C (S)-2-methyl-5-(1-methylpyrrole-2-yl)pyridine